4-((R)-3-((cyclobutylmethyl)amino)piperidin-1-yl)-1-(1-(4-(5-(difluoromethoxy)pyridin-3-yl)-1H-1,2,3-triazol-1-yl)ethyl)pyridin-2(1H)-one C1(CCC1)CN[C@H]1CN(CCC1)C1=CC(N(C=C1)C(C)N1N=NC(=C1)C=1C=NC=C(C1)OC(F)F)=O